methyl (2S)-2-[[(2S)-3-cyclopropyl-2-[2-(2-methoxy ethoxy)ethoxycarbonylamino]propanoyl]amino]-3-[(3S)-2-oxopyrrolidin-3-yl]propanoate C1(CC1)C[C@@H](C(=O)N[C@H](C(=O)OC)C[C@H]1C(NCC1)=O)NC(=O)OCCOCCOC